FC=1C(=C(C(=O)NC2=NN=NN2C)C=CC1C(F)(F)F)S(=O)C 3-fluoro-2-methylsulfinyl-4-(trifluoromethyl)-N-(1-methyltetrazol-5-yl)benzamide